C1=NC=C(C2=CC=CC=C12)N1C(N(C[C@@H]1C#N)C1=CC(=CC=C1)C(F)(F)F)=O |r| Racemic-3-(isoquinolin-4-yl)-2-oxo-1-(3-(trifluoromethyl)phenyl)imidazolidine-4-carbonitrile